4-chloro-2-cyanobenzene-1-sulfonyl chloride ClC1=CC(=C(C=C1)S(=O)(=O)Cl)C#N